FC1=C(C=CC=C1C=C)C(C(=O)OC)C methyl 2-(2-fluoro-3-vinylphenyl)propanoate